2-(5-amino-2-(4-methoxy-2-methylphenethyl)benzo[f][1,7]naphthyridin-8-yl)ethylphosphonic acid NC1=NC2=C(C=3C=C(C=NC13)CCC1=C(C=C(C=C1)OC)C)C=CC(=C2)CCP(O)(O)=O